n-hexadecyl-2-phenyl-3-tert-butylcarbonyloxy-quinolin-4-one C(CCCCCCCCCCCCCCC)C1=C2C(C(C(=NC2=CC=C1)C1=CC=CC=C1)OC(=O)C(C)(C)C)=O